C1(CCCCCCCCC1)OC(C(=C)C)=O Cyclodecyl-methacrylat